CSCCC1=CC=CC=C1 2-Phenylethyl methyl sulfide